CN1C(=NN=C1)S[C@@H](C)C=1C=C(C=CC1)N1N=NC(=C1)C1=CC=C(C=C1)CO (S)-(4-(1-(3-(1-(4-methyl-4H-1,2,4-triazol-3-ylsulfanyl)ethyl)phenyl)-1H-1,2,3-triazol-4-yl)phenyl)methanol